2-pyrazin-2-yl-4H-pyrazolo[1,5-a]pyrimidin-7-one N1=C(C=NC=C1)C1=NN2C(NC=CC2=O)=C1